N-(trans-4-(2-(4-(6'-morpholino-[2,4'-bipyridyl]-2'-yl)piperazin-yl)ethyl)cyclohexyl)furan-2-carboxamide O1CCN(CC1)C1=CC(=CC(=N1)N1CCN(CC1)CC[C@@H]1CC[C@H](CC1)NC(=O)C=1OC=CC1)C1=NC=CC=C1